C(C)S(=O)(=O)C1=CC=C(O1)C(=O)O 5-ethylsulfonylfuran-2-carboxylic acid